3-chloro-6-fluoro-5-(1-(tetrahydro-2H-pyran-4-yl)-1H-pyrazol-4-yl)pyridin-2-amine ClC=1C(=NC(=C(C1)C=1C=NN(C1)C1CCOCC1)F)N